[2-(cyclopropylmethoxy)phenyl]boronic acid C1(CC1)COC1=C(C=CC=C1)B(O)O